FC1=CC(=C(C=C1[N+](=O)[O-])C=1C(=NC(=NC1)N)C1=CNC2=CC=CC=C12)OC (4-fluoro-2-methoxy-5-nitrophenyl)-4-(1H-indol-3-yl)pyrimidin-2-amine